(3S)-3-(3,5-dichlorophenyl)-3-(2-oxo-3-(4-(5,6,7,8-tetrahydro-1,8-naphthyridin-2-yl)butyl)azetidin-1-yl)propionic acid ClC=1C=C(C=C(C1)Cl)[C@H](CC(=O)O)N1C(C(C1)CCCCC1=NC=2NCCCC2C=C1)=O